C1CC12CCN(CC2)C2=C(C=CC(=C2)Br)NC(=O)C=2C=C1C=CC=NC1=C(C2)N2CCC(CC2)(F)F N-(2-{6-azaspiro[2.5]oct-6-yl}-4-bromophenyl)-8-(4,4-difluoropiperidin-1-yl)quinoline-6-carboxamide